O=C1CCN(CC1)C1=CC(=NC=C1)NC=1SC2=C(N1)C=CC(=C2)C#N 2-((4-(4-oxopiperidin-1-yl)pyridin-2-yl)amino)benzo[d]thiazole-6-carbonitrile